2-methyl-1-(4-(4-(1-(pent-3-yl)-1H-pyrazol-4-yl)pyrazolo[1,5-a]pyrazin-6-yl)-1H-pyrazol-1-yl)propan-2-ol tert-butyl-(S)-3-(2-ethoxy-2-oxoethyl)piperazine-1-carboxylate C(C)(C)(C)[C@@H]1N(CCNC1CC(=O)OCC)C(=O)OC(CN1N=CC(=C1)C=1N=C(C=2N(C1)N=CC2)C=2C=NN(C2)C(CC)CC)(C)C